C(CCCCCCCC=CCC=CCCCCC)(=O)OCC ethyl 9,12-octadecadienoate